3-chloro-N-(2,4-dichlorobenzyl)-6-(pyridin-4-yl)pyridazine-4-carboxamide ClC=1N=NC(=CC1C(=O)NCC1=C(C=C(C=C1)Cl)Cl)C1=CC=NC=C1